(1r,3R,5'S,7a'R)-3-(2,4-difluorophenoxy)-5'-(pyrazin-2-yl)tetrahydro-3'H-spiro[cyclobutane-1,2'-pyrrolo[2,1-b]oxazol]-3'-one FC1=C(OC2CC3(C(N4[C@H](O3)CC[C@H]4C4=NC=CN=C4)=O)C2)C=CC(=C1)F